CN([C@@H](CSC([2H])([2H])[2H])C(=O)O)C([C@@H](NC(=O)OC(C)(C)C)C(C)C)=O methyl-N-((t-butoxycarbonyl)-L-valyl)-S-(methyl-d3)-L-cysteine